5-([1,2,4]triazolo[1,5-a]pyridin-6-yl)-N-((6-(4-methylpiperazin-1-yl)pyridin-3-yl)methyl)-7H-pyrrolo[2,3-d]pyrimidin-2-amine N=1C=NN2C1C=CC(=C2)C2=CNC=1N=C(N=CC12)NCC=1C=NC(=CC1)N1CCN(CC1)C